CN(C(=O)NC=1C=NC=C(C1)C(C(F)(F)F)(F)F)C1CC2(CN(C2)C(=O)C2=C3N(N=C2)C=CN3C)C1 1-methyl-1-(2-(1-methyl-1H-imidazo[1,2-b]pyrazole-7-carbonyl)-2-azaspiro[3.3]heptan-6-yl)-3-(5-(perfluoroethyl)pyridin-3-yl)urea